ON=C(C1=CC(=CC=C1)C)Cl N-hydroxy-m-methyl-benzimidoyl chloride